S=C1NC=CC=C1C(=O)N([C@@H](C)C(=O)OCC)C1=CC=CC=C1 Ethyl N-[(2-thioxo-1,2-dihydropyridin-3-yl)carbonyl]phenyl-alaninate